C(C=CCCCCCCCCC)(=O)OC[C@@H](OC(C=CCCCCCCCCC)=O)COP(=O)([O-])OCC[N+](C)(C)C 1,2-didodecenoyl-sn-glycero-3-phosphocholine